C(C1=CC=CC=C1)OC(=O)N1CCC(=C[C@H]1C1=CC=C(C=C1)C(=O)OC)C=1C=NN(C1)CCOC (S)-6-(4-(methoxycarbonyl)phenyl)-4-(1-(2-methoxyethyl)-1H-pyrazol-4-yl)-3,6-dihydropyridine-1(2H)-carboxylic acid benzyl ester